C(C)OC1=NN=C(S1)NC(C1=CN=C(C=C1C1=C(C(=CC=C1OC)C)F)C)=O N-(5-Ethoxy-1,3,4-thiadiazol-2-yl)-4-(2-fluoro-6-methoxy-3-methylphenyl)-6-methylnicotinamide